O1C2=C(OCC1)C=C(C=C2)C2=C(C#N)C(=CC=C2)N2CCC(CC2)N[C@H]2[C@H](CCC2)CO 2-(2,3-dihydrobenzo[b][1,4]dioxin-6-yl)-6-(4-(cis-2-(hydroxymethyl)cyclopentyl-amino)piperidin-1-yl)benzonitrile